BrC1=C(C=C2C(=NC(=NC2=C1F)Cl)N1CCC2(CN(C2)C(=O)[O-])CC1)Cl 7-(7-Bromo-2,6-dichloro-8-fluoroquinazolin-4-yl)-2,7-diazaspiro[3.5]nonane-2-carboxylate